O[C@H]1CN(CC1)C1=NC=C(C(=O)N)C=C1C1=CC=NN1C1OCCCC1 6-((R)-3-hydroxypyrrolidin-1-yl)-5-(1-(tetrahydro-2H-pyran-2-yl)-1H-pyrazol-5-yl)nicotinamide